7-{5-[(3R)-3-[(4-fluorophenyl)methyl]piperidine-1-carbonyl]-6-(trifluoromethyl)pyridin-3-yl}-5-(trifluoromethyl)pyrrolo[2,1-f][1,2,4]triazin FC1=CC=C(C=C1)C[C@@H]1CN(CCC1)C(=O)C=1C=C(C=NC1C(F)(F)F)C1=CC(=C2C=NC=NN21)C(F)(F)F